4-[(3R)-3-(3-chlorophenoxy)pyrrolidin-1-yl]tetrahydropyran-4-carboxylic acid ClC=1C=C(O[C@H]2CN(CC2)C2(CCOCC2)C(=O)O)C=CC1